(S)-3-(3-fluoro-2-methylbenzyl)isoxazolidine FC=1C(=C(C[C@@H]2NOCC2)C=CC1)C